N[C@@H](C(=O)NC1=NC(=CC=C1)Br)C(C)C (R)-2-amino-N-(6-bromopyridin-2-yl)-3-methylbutyramide